COC1=NC=CC(=C1)C=1C=CC2=C(CCO2)C1NC(=O)NS(=O)(=N)C=1C=NN2C1OCCC2 N-((5-(2-methoxypyridin-4-yl)-2,3-dihydrobenzofuran-4-yl)carbamoyl)-6,7-dihydro-5H-pyrazolo[5,1-b][1,3]oxazine-3-sulfonimidamide